C(C)N1C(C=2N(C3=CC=C(C=C13)C(=O)NCC=1C=NC=CC1)N=CC2)=O 5-ethyl-4-oxo-N-(pyridin-3-ylmethyl)-4,5-dihydropyrazolo[1,5-a]quinoxaline-7-carboxamide